CC(C1=CC=CC=C1)(C1=CC=CC=C1)C dimethyl-di-phenylmethane